(2R,4R)-2-(((S)-1-(((7-chloro-2-methyl-1H-benzo[d]imidazol-5-yl)methyl)amino)-1-oxopropan-2-yl)carbamoyl)-4-phenylpyrrolidine-1-carboxylic acid tert-butyl ester C(C)(C)(C)OC(=O)N1[C@H](C[C@@H](C1)C1=CC=CC=C1)C(N[C@H](C(=O)NCC1=CC2=C(NC(=N2)C)C(=C1)Cl)C)=O